NC=1C(=NC=CC1)S 3-aminopyridine-2-thiol